C(#N)C1=NC=CC(=C1)C(=O)OC methyl 2-cyanopyridine-4-carboxylate